rac-1-benzyl-4-(3-bromophenyl)pyrrolidine-3-carbonitrile C(C1=CC=CC=C1)N1CC(C(C1)C1=CC(=CC=C1)Br)C#N